lead n-amyl alcohol C(CCCC)O.[Pb]